CC1=C(C2=C(N=CN=C2NC2(CC2)C)O1)C(=O)NC=1N=CN(C1)C 6-methyl-N-(1-methyl-1H-imidazol-4-yl)-4-[(1-methylcyclopropyl)amino]furo[2,3-d]pyrimidine-5-carboxamide